8-bromo-N-tert-butyl-1-(3,5-dichlorophenyl)7-methoxy-N-methyl-5H-isothiochromeno[4,3-c]pyrazole-3-carboxamide BrC1=CC2=C(C=C1OC)CSC1=C2N(N=C1C(=O)N(C)C(C)(C)C)C1=CC(=CC(=C1)Cl)Cl